methyl (3S,8aR)-5,7-dioxooctahydroindolizine-3-carboxylate O=C1N2[C@@H](CC[C@@H]2CC(C1)=O)C(=O)OC